C(C1=CC=CC=C1)OC(=O)NCC1CCC(CC1)C(N[C@H](C(NCCCC[C@H](NC(N[C@@H](CCC(=O)OC(C)(C)C)C(=O)OC(C)(C)C)=O)C(=O)OC(C)(C)C)=O)CC=1C=C2C=CC=NC2=CC1)=O tri-tert-butyl (3S,10S,14S)-1-[4-({[(benzyloxy)carbonyl]amino}methyl)cyclohexyl]-1,4,12-trioxo-3-[(quinolin-6-yl)methyl]-2,5,11,13-tetraazahexadecane-10,14,16-tricarboxylate